3-hydroxy-4-(4-(((cis)-3-hydroxy-3-methylcyclobutyl)amino)-5,6,7,8-tetrahydrophthalazin-1-yl)benzonitrile OC=1C=C(C#N)C=CC1C1=NN=C(C=2CCCCC12)NC1CC(C1)(C)O